4-[4-cyano-2-methyl-6-(1H-pyrazol-4-yl)indazol-3-yl]-N-[(1R)-2,2-difluorocyclopropyl]-2-(difluoromethoxy)-6-methoxybenzamide C(#N)C=1C2=C(N(N=C2C=C(C1)C=1C=NNC1)C)C1=CC(=C(C(=O)N[C@H]2C(C2)(F)F)C(=C1)OC)OC(F)F